ClC1=NC(=C2N(C=NC2=N1)C)Cl 2,6-dichloro-7-methyl-purine